(3R)-3-(4-chlorophenyl)-2-[(5-chloropyrimidin-2-yl)methyl]-4-fluoro-6-[2-hydroxy-1-(piperazin-1-yl)but-2-yl]-3-(2-hydroxyethoxy)-2,3-dihydro-1H-isoindol-1-one ClC1=CC=C(C=C1)[C@@]1(N(C(C2=CC(=CC(=C12)F)C(CN1CCNCC1)(CC)O)=O)CC1=NC=C(C=N1)Cl)OCCO